CS(=O)(=O)C1=C(C=CC=C1)CN1CC2(CN(C2)C(=O)N2CC3(C2)NC(OC3)=O)C1 2-[6-[(2-methylsulfonylphenyl)methyl]-2,6-diazaspiro[3.3]heptane-2-carbonyl]-7-oxa-2,5-diazaspiro[3.4]octan-6-one